BrC=1C=C2C(C(N(C2=C(C1)F)CC(=O)NCCCC(=O)OC)=O)(C)C methyl 4-(2-(5-bromo-7-fluoro-3,3-dimethyl-2-oxoindolin-1-yl)acetamido)butanoate